6-((1S,4S)-2,5-diazabicyclo[2.2.1]heptan-2-yl)-N-(3-chloro-4-cyclobutoxy-2-fluorophenyl)pyrido[3,2-d]pyrimidin-4-amine [C@@H]12N(C[C@@H](NC1)C2)C=2C=CC=1N=CN=C(C1N2)NC2=C(C(=C(C=C2)OC2CCC2)Cl)F